(2r,3r,4s,5r,6r)-8-(2-chlorobenzyl)-2-(hydroxymethyl)-4-(4-(3,4,5-trifluorophenyl)-1H-1,2,3-triazol-1-yl)-1-oxa-8-azaspiro[5.5]undecane-3,5-diol ClC1=C(CN2C[C@@]3([C@@H]([C@H]([C@H]([C@H](O3)CO)O)N3N=NC(=C3)C3=CC(=C(C(=C3)F)F)F)O)CCC2)C=CC=C1